C(C)(C)(C)C=1C(=C(C=CC1)OC)CCCC 3-tert-butyl-2-butylanisole